(R)-4-benzyl-3-(2-(cyclopentyloxy)acetyl)oxazolidin-2-one C(C1=CC=CC=C1)[C@H]1N(C(OC1)=O)C(COC1CCCC1)=O